N1(CCCCCC1)C[Si](OCC)(OCC)OCC (1-hexamethyleneimino)methyltriethoxysilane